C[C@H]1[C@@H](C[C@H]([C@@H](O1)OCCCCCCCCCCC/C=C/C(=O)SCCNC(=O)CCNC(=O)[C@@H](C(C)(C)COP(=O)([O-])OP(=O)([O-])OC[C@@H]2[C@H]([C@H]([C@@H](O2)N3C=NC4=C(N=CN=C43)N)O)OP(=O)([O-])[O-])O)O)O The molecule is an acyl-CoA(4-) obtained by deprotonation of the phosphate and diphosphate groups of oscr#23-CoA; major species at pH 7.3. It is a conjugate base of an oscr#23-CoA.